1-3-tolyl-1H-1,2,3-triazole C1(=CC(=CC=C1)N1N=NC=C1)C